N1C=NC(=C1)CCC=1C=C(C=O)C=CC1 3-[2-(1H-IMIDAZOL-4-YL)-ETHYL]BENZALDEHYDE